N-(6-amino-5-ethyl-3-pyridyl)-2-oxo-2-[rac-(2R,5S)-5-methyl-2-[2-[rac-(3R,4R)-1,3-dimethyl-4-piperidyl]-1,3-benzothiazol-5-yl]-1-piperidyl]acetamide NC1=C(C=C(C=N1)NC(C(N1[C@H](CC[C@@H](C1)C)C=1C=CC2=C(N=C(S2)[C@H]2[C@H](CN(CC2)C)C)C1)=O)=O)CC |r|